1,4-bis-(aminomethyl)benzene NCC1=CC=C(C=C1)CN